7-bromo-6-nitro-3,4-dihydroquinazolin-4-one BrC1=C(C=C2C(NC=NC2=C1)=O)[N+](=O)[O-]